FC(C(C([2H])([2H])O)NC(OC(C)(C)C)=O)(F)F tert-Butyl (1,1,1-trifluoro-3-hydroxypropan-2-yl-3,3-d2)carbamate